FC=1C=C(C=CC1C)[C@@H]1OCC2=CC(=CC=C2[C@@H]1C1=CC=C(C=C1)N1CCC(CC1)CN1CCN(CC1)C=1C=C2CN(C(C2=CC1)=O)[C@@H]1C(NC(CC1)=O)=O)O (S)-3-(5-(4-((1-(4-((3R,4S)-3-(3-fluoro-4-methylphenyl)-7-hydroxyisochroman-4-yl)phenyl)piperidin-4-yl)methyl)piperazin-1-yl)-1-oxoisoindolin-2-yl)piperidine-2,6-dione